tert-butyl 6-(8-((1S,2S,4R)-bicyclo[2.2.1]hept-2-yl)-6-cyano-7-oxo-7,8-dihydropyrido[2,3-d]pyrimidin-2-ylamino)-3,4-dihydroisoquinoline-2(1H)-carboxylate [C@H]12[C@H](C[C@H](CC1)C2)N2C(C(=CC1=C2N=C(N=C1)NC=1C=C2CCN(CC2=CC1)C(=O)OC(C)(C)C)C#N)=O